5-(benzyloxy)-8-cyano-2-(3-methyl-1-benzofuran-2-yl)quinoline-4-carboxylic acid C(C1=CC=CC=C1)OC1=C2C(=CC(=NC2=C(C=C1)C#N)C=1OC2=C(C1C)C=CC=C2)C(=O)O